P-((5-(5-(chlorodifluoromethyl)-1,2,4-oxadiazol-3-yl)pyridin-2-yl)methyl)-N-(3,4-difluorophenyl)-P-methylphosphinic amide ClC(C1=NC(=NO1)C=1C=CC(=NC1)CP(NC1=CC(=C(C=C1)F)F)(=O)C)(F)F